3,3-dimethylcyclobutyl N-{[2-(2,6-dioxopiperidin-3-yl)-3-oxo-2,3-dihydro-1H-isoindol-5-yl]methyl}carbamate O=C1NC(CCC1N1CC2=CC=C(C=C2C1=O)CNC(OC1CC(C1)(C)C)=O)=O